C1(CC1)CCN(C1=C2CN(C(C2=CC=C1)=O)C1C(NC(CC1)=O)=O)C1CCC(CC1)NC(CF)CF 3-{4-[(2-cyclopropylethyl)[(1r,4r)-4-[(1,3-difluoropropan-2-yl)amino]cyclohexyl]amino]-1-oxo-3H-isoindol-2-yl}piperidine-2,6-dione